(1S,5R)-5-[2-[4-(3-chloro-2-fluoro-anilino)-6-nitro-quinazolin-7-yl]ethynyl]-3-methyl-3-azabicyclo[3.1.0]hexan-2-one ClC=1C(=C(NC2=NC=NC3=CC(=C(C=C23)[N+](=O)[O-])C#C[C@@]23CN(C([C@H]3C2)=O)C)C=CC1)F